((methylamino)-10-decyl)triphenylphosphonium Chloride [Cl-].CNC(CCCCCCCCC)[P+](C1=CC=CC=C1)(C1=CC=CC=C1)C1=CC=CC=C1